O[C@](CS(=O)(=O)N)(C)C1=NC(=CC=C1)C=1N=NN(N1)CC1=C(C=CC(=C1)C(C)C)C (R)-2-hydroxy-2-(6-(2-(5-isopropyl-2-methylbenzyl)-2H-tetrazol-5-yl)pyridin-2-yl)propane-1-sulfonamide